bis(ethyl-methyl-benzene) nickel [Ni].C(C)C1=C(C=CC=C1)C.C(C)C1=C(C=CC=C1)C